BrC=1C=C(C(N(C1)C)=O)NC1=NN2C(CN(CC2)CCC#N)=C1 3-(2-(5-Bromo-1-methyl-2-oxo-1,2-dihydropyridin-3-ylamino)-6,7-dihydropyrazolo[1,5-a]pyrazin-5(4H)-yl)propanenitrile